racemic-3-amino-N-[(3R,4S)-4-hydroxytetrahydro-2H-pyran-3-yl]-5-{[2-(trifluoromethoxy)phenyl]sulfonyl}pyridine-2-carboxamide NC=1C(=NC=C(C1)S(=O)(=O)C1=C(C=CC=C1)OC(F)(F)F)C(=O)N[C@@H]1COCC[C@@H]1O |r|